BrC=1C(N(C(=CC1OCC1=C(C=C(C=C1)F)F)C)C=1C=C(C=CC1F)NC(CO)=O)=O N-{3-[3-bromo-4-[(2,4-difluorobenzyl)oxy]-6-methyl-2-oxopyridin-1(2H)-yl]-4-fluorophenyl}-2-hydroxyacetamide